CC=1C=CC=C2C=CN=C(C12)N(C(C1=NC=C(C=C1)[N+](=O)[O-])=O)[C@H]1CN(CCC1)C(=O)OC(C)(C)C tert-butyl (R)-3-(N-(8-methylisoquinolin-1-yl)-5-nitropicolinamido)piperidine-1-carboxylate